C(C)(C)(C)N1N=CC(=C1)C(=O)NCC1=NC(=NO1)C=1N=C2N(C=CC=C2N[C@H]2[C@H](CN(CC2)C)F)C1[C@@H]1OC1 1-(tert-butyl)-N-((3-(8-(((3S,4R)-3-fluoro-1-methylpiperidin-4-yl)amino)-3-((S)-oxiran-2-yl)imidazo[1,2-a]pyridin-2-yl)-1,2,4-oxadiazol-5-yl)methyl)-1H-pyrazole-4-carboxamide